ClC=1C(N(C(C1Cl)O)CC=1OC=CC1)=O 3,4-dichloro-1-(furan-2-ylmethyl)-5-hydroxy-1H-pyrrol-2(5H)-one